1-(3-(4,4,5,5-tetramethyl-1,3,2-dioxaborolan-2-yl)benzyl)pyridin-2(1H)-one CC1(OB(OC1(C)C)C=1C=C(CN2C(C=CC=C2)=O)C=CC1)C